amino-1,9-dihydro-6H-purin-6-one NN1C=NC=2NC=NC2C1=O